COC[C@@H]1OC1 (R)-2-methoxymethyl-oxirane